5-fluoro-N,N-diisopropyl-2-((4-(7-(((1r,4r)-4-(pyrimidin-2-ylamino)cyclohexyl)methyl)-2,7-diazaspiro[3.5]nonan-2-yl)pyrimidin-5-yl)oxy)benzamide FC=1C=CC(=C(C(=O)N(C(C)C)C(C)C)C1)OC=1C(=NC=NC1)N1CC2(C1)CCN(CC2)CC2CCC(CC2)NC2=NC=CC=N2